S(=O)(=O)(O)C(C(=O)OCCCCCCCCCCCCCCCCCC)CC(=O)OCCCCCCCCCCCCCCCCCC.[Na] sodium 1,4-dioctadecyl sulfosuccinate